NC1=C(C=C(C=N1)C1=NN2C(=C1)[C@@]1(CN(CC1)C(=O)NC(C)(C)C1=C(C=NC=C1)Cl)OCC2)OC(F)(F)F |r| (rac)-2-[6-amino-5-(trifluoromethoxy)pyridin-3-yl]-N-[2-(3-chloropyridin-4-yl)propan-2-yl]-6,7-dihydrospiro[pyrazolo[5,1-c][1,4]oxazine-4,3'-pyrrolidine]-1'-carboxamide